(2S,4S)-4-((1-methyl-1H-pyrazol-3-yl)amino)-2-phenylpiperidine-1-carboxylic acid tert-butyl ester C(C)(C)(C)OC(=O)N1[C@@H](C[C@H](CC1)NC1=NN(C=C1)C)C1=CC=CC=C1